tert-butyl N-[1-[3-(1-aminoethyl)pyrazin-2-yl]pyrazol-4-yl]carbamate NC(C)C=1C(=NC=CN1)N1N=CC(=C1)NC(OC(C)(C)C)=O